ClC=1C=CC2=C(O[C@@H](CN(S2(=O)=O)CC=2SC3=C(C2)C=C(C=C3)C3=CC(=C(C2=C3N(N=N2)C)C)CCC(=O)O)CC)N1 7-{[(4R)-[7-chloro-4-ethyl-1,1-dioxido-3,4-dihydro-2H-pyrido[2,3-b][1,4,5]oxathiazepin-2-yl]methyl]-1-benzothiophen-5-yl}-3-(1,4-dimethyl-1H-benzotriazol-5-yl)propanoic acid